OC=1C=C(C2=CC=CC=C2C1)C1=CC=C2C(=NC(=NC2=C1)OCC12CCCN2CCC1)N1C[C@H]2CC[C@@H](C1)N2C(=O)C2=NC=CC=C2 ((1R,5S)-3-(7-(3-hydroxynaphthalen-1-yl)-2-((tetrahydro-1H-pyrrolizin-7a(5H)-yl)methoxy)quinazolin-4-yl)-3,8-diazabicyclo[3.2.1]octan-8-yl)(pyridin-2-yl)methanone